C12CN(CC(CC1)O2)C2=NC(=NC1=C(C(=C(C=C21)Cl)C2=CC=C(C1=C2N=C(S1)N)F)F)OC[C@]12CCCN2C[C@@H](C1)F 4-(4-(8-oxa-3-azabicyclo-[3.2.1]octan-3-yl)-6-chloro-8-fluoro-2-(((2R,7aS)-2-fluorotetrahydro-1H-pyrrolizin-7a(5H)-yl)meth-oxy)quinazolin-7-yl)-7-fluorobenzo[d]thiazol-2-amine